(E)-Methyl-3-(methoxy(phenyl)methylene)-2-indolone CC1=C2\C(\C(NC2=CC=C1)=O)=C(\C1=CC=CC=C1)/OC